CS(=O)(=NC1=NC=C(C=C1)C1=NOC(=N1)C(F)(F)F)C1=NC=CC=C1 methyl(pyridin-2-yl)((5-(5-(trifluoromethyl)-1,2,4-oxadiazol-3-yl)pyridin-2-yl)imino)-λ6-sulfanone